NC1=C(C=C(C=C1)B(O)O)[N+](=O)[O-] 4-amino-3-nitrophenylboronic acid